1-[6-chloro-3-(difluoromethyl)-2-pyridyl]-3-(difluoromethoxy)-5-methyl-6,7-dihydropyrazolo[4,3-c]pyridin-4-one ClC1=CC=C(C(=N1)N1N=C(C=2C(N(CCC21)C)=O)OC(F)F)C(F)F